N,N-dimethyl-N-ethyl-N-Hexylammonium bis(trifluoromethanesulfonyl)imide [N-](S(=O)(=O)C(F)(F)F)S(=O)(=O)C(F)(F)F.C[N+](CCCCCC)(CC)C